N-tert-butyl-2-[(2-{4-[(2R)-2,3-dihydroxypropoxy]pyridin-2-yl}-5H,6H,7H-cyclopenta[d]pyrimidin-4-yl)(methyl)amino]acetamide C(C)(C)(C)NC(CN(C)C=1C2=C(N=C(N1)C1=NC=CC(=C1)OC[C@@H](CO)O)CCC2)=O